1,5-dichlorobutane C(CCCl)CCCl